methyl-glucamin CNC[C@H](O)[C@@H](O)[C@H](O)[C@H](O)CO